NC=1C=C(C=CC1NC)NC1=NC=C(C(=N1)NC1=C(C=CC=C1)P(C)C)Cl (2-((2-((3-amino-4-(methylamino)phenyl)amino)-5-chloropyrimidin-4-yl)amino)phenyl)dimethylphosphine